tert-butyl 9-methyl-8-oxo-3,4,5,8,9,10,11,12-octahydroazepino[3',4':3,4]pyrazolo[1,5-a][1,4]diazepine-2(1H)-carboxylate CN1C(C2=NN3C(CN(CCC3)C(=O)OC(C)(C)C)=C2CCC1)=O